OC(CN(CCCSSCCN1CCN(CC1)CCOC(CCCN(CC(CCCCC(=O)OCCCC)O)CC(CCCCC(=O)OCCCC)O)=O)CC(CCCCC(OCCC(C)C)=O)O)CCCCC(=O)OCCC(C)C Dibutyl 7,7'-((4-(2-(4-(2-((3-(bis(2-hydroxy-7-(isopentyloxy)-7-oxoheptyl)amino)propyl)-disulfaneyl)ethyl)piperazin-1-yl)ethoxy)-4-oxobutyl)azanediyl)bis(6-hydroxyheptanoate)